NC1=C(C(=O)O)C=CC(=N1)OC(C)C 2-amino-6-isopropoxynicotinic Acid